(2S,3R,4R,5S,6R)-2-(3-(4-((1R,3S,5S)-bicyclo[3.1.0]hexane-3-yloxy)benzyl)-4-chlorophenyl)-6-(hydroxymethyl)tetrahydro-2H-pyran-3,4,5-triol [C@H]12CC(C[C@@H]2C1)OC1=CC=C(CC=2C=C(C=CC2Cl)[C@@H]2O[C@@H]([C@H]([C@@H]([C@H]2O)O)O)CO)C=C1